bis(2-trifluoromethyl-4-aminophenyl)terephthalat FC(C1=C(C=CC(=C1)N)OC(C1=CC=C(C(=O)OC2=C(C=C(C=C2)N)C(F)(F)F)C=C1)=O)(F)F